The molecule is a guaiane sesquiterpenoid isolated from Elephantopus mollis and has been shown to exhibit cytotoxic activity. It has a role as a metabolite and an antineoplastic agent. It is a gamma-lactone, an enoate ester, a guaiane sesquiterpenoid, a tertiary alcohol and an organic heterotricyclic compound. It derives from a tiglic acid. C/C=C(\\C)/C(=O)O[C@H]1CC(=C)C[C@@]2(C[C@@]([C@H](O2)[C@@H]3[C@@H]1C(=C)C(=O)O3)(C)OC)O